5-(5-fluoro-2-((5-morpholinopyridin-2-yl)amino)pyrimidin-4-yl)-N,N,4-trimethylthiazol-2-amine FC=1C(=NC(=NC1)NC1=NC=C(C=C1)N1CCOCC1)C1=C(N=C(S1)N(C)C)C